NC1=NC=C(C2=C1C=NN2)NC(=O)C(=O)N([C@H](C)C2=C(C=C(C=C2)C(C(F)(F)F)(F)F)F)C N-(4-amino-1H-pyrazolo[4,3-c]pyridin-7-yl)-N'-methyl-N'-[(1R)-1-[2-fluoro-4-(1,1,2,2,2-pentafluoroethyl)phenyl]ethyl]oxamide